N-benzyl-3-(6-(4-(piperazin-1-yl)phenyl)furo[3,2-b]pyridin-3-yl)benzenesulfonamide C(C1=CC=CC=C1)NS(=O)(=O)C1=CC(=CC=C1)C1=COC=2C1=NC=C(C2)C2=CC=C(C=C2)N2CCNCC2